propoxytitanium bis(ethylacetoacetate) C(C)CC(CC(=O)[O-])=O.C(C)CC(CC(=O)[O-])=O.C(CC)O[Ti+2]